3-bromo-2-iodobenzo[b]thiophene BrC=1C2=C(SC1I)C=CC=C2